C(C)OC(CCCCC(N1CCCC1)=O)=O 6-oxo-6-(pyrrolidin-1-yl)hexanoic acid ethyl ester